1-(9-oxo-2-(trifluoromethyl)-9H-indeno[2,1-d]pyrimidin-7-yl)-1H-pyrrole-2,5-dione O=C1C=2C=C(C=CC2C2=C1N=C(N=C2)C(F)(F)F)N2C(C=CC2=O)=O